C(C1=CC=CC=C1)OC(CCCC1=C(C(=O)OCC2=CC=CC=C2)C=CC(=C1)C)=O Benzyl 2-(4-(benzyloxy)-4-oxobutyl)-4-methylbenzoate